sulfanyl-N-methyl-benzamide SC1=C(C(=O)NC)C=CC=C1